N-(4-((6,7-dimethoxyquinoline-4-yl)oxy)phenyl)-4-oxo-1-phenyl-1,4-dihydroquinoline-3-formamide COC=1C=C2C(=CC=NC2=CC1OC)OC1=CC=C(C=C1)NC(=O)C1=CN(C2=CC=CC=C2C1=O)C1=CC=CC=C1